COC1(CC(C=O)=CC(=C1)Cl)OC 3,3-dimethoxy-5-chlorobenzaldehyde